(S)-N-(6-methyl-5-(1-methyl-1H-pyrazol-4-yl)pyridin-2-yl)-5-azaspiro[2.4]heptane-7-amine CC1=C(C=CC(=N1)N[C@@H]1CNCC12CC2)C=2C=NN(C2)C